NC1=NC=2C=C(C=CC2C=2C1=NN(C2)CCN(C(OC(C)(C)C)=O)C)C2=CC=NN2C2OCCCC2 tert-butyl (2-(4-amino-7-(1-(tetrahydro-2H-pyran-2-yl)-1H-pyrazol-5-yl)-2H-pyrazolo[3,4-c]quinolin-2-yl)ethyl)(methyl)carbamate